FC1=CC=C(C=C1)NC(=O)C1(CC1)C(=O)NC1=CC=C(OC2=CC=NC3=CC(=CC=C23)B(O)O)C=C1 (4-(4-(1-((4-Fluorophenyl)carbamoyl)cyclopropane-1-carboxamido)phenoxy)quinolin-7-yl)boronic acid